ClC1=C(C=C(C=C1)OC)C(=O)N1CC2=C(CC1)SC(=C2)C2=NOC(=N2)C(F)(F)F (2-chloro-5-methoxyphenyl)(2-(5-(trifluoromethyl)-1,2,4-oxadiazol-3-yl)-6,7-dihydrothieno[3,2-c]pyridin-5(4H)-yl)methanone